C1CC(C[N+]12CCOCC2)O 8-Oxa-5-azoniaspiro[4.5]decan-3-ol